C(C1=CC=CC=C1)OC1=CC(=C(C(=O)N2[C@@H](CC(C2)=C)C=O)C=C1OC)[N+](=O)[O-] 1-(4-benzyloxy-5-methoxy-2-nitrobenzoyl)-(2S)-4-methylenepyrrolidine-2-formaldehyde